NC(CCN(NC([C@@H](NC(=O)OCC1=CC=CC=C1)CC(C)C)=O)C(=O)OCC(F)(F)F)=O 2,2,2-trifluoroethyl 1-(3-amino-3-oxopropyl)-2-(((benzyloxy)carbonyl)-L-leucyl)hydrazine-1-carboxylate